methyl 3-methyl-5-oxo-6,7,8,9-tetrahydro-5H-benzo[7]annulene-2-carboxylate CC1=CC2=C(CCCCC2=O)C=C1C(=O)OC